O.FC(OC1=CC=C(C=N1)[C@H](CC(=O)O)N1C(N(CC1)CCCC1=NC=2NCCCC2C=C1)=O)F (s)-3-(6-(difluoromethoxy)pyridin-3-yl)-3-(2-oxo-3-(3-(5,6,7,8-tetrahydro-1,8-naphthyridin-2-yl)propyl)imidazolidin-1-yl)propanoic acid monohydrate